[Na+].NCCNC(C)S(=O)(=O)[O-] aminoethylaminoethanesulfonic acid sodium salt